NC=1C(N(C(=CC1)C)CC1=CC2=NC=C(C(=C2N1COCC[Si](C)(C)C)CC(C)C)F)=O 3-amino-1-[[6-fluoro-7-isobutyl-1-(2-trimethylsilylethoxymethyl)pyrrolo[3,2-b]pyridin-2-yl]methyl]-6-methyl-pyridin-2-one